C(C)(C)(C)C=1C=CC=C(C1C1=C(C=CC=C1C(C)(C)C)C(C)(C)C)C(C)(C)C 3,3',5,5'-tetra-tert-butyl-4,4'-biphenyl